COC1=NC=NC=C1CN1CC2=C(CC1)C(=CS2)C(=O)N 6-((4-Methoxypyrimidin-5-yl)Methyl)-4,5,6,7-Tetrahydrothieno[2,3-c]Pyridin-3-Carboxamid